FC1=C(C=CC2=CC=C(N(C)C)C=C2)C=C(C=C1)F 4-(2,5-difluorostyryl)-N,N-dimethylaniline